Methyl (S)-2-((tert-butoxycarbonyl)amino)hex-5-enoate C(C)(C)(C)OC(=O)N[C@H](C(=O)OC)CCC=C